4-(3-bromophenyl)-3,3-dimethyl-4-oxobutanoic acid BrC=1C=C(C=CC1)C(C(CC(=O)O)(C)C)=O